L-THREONINE N[C@@H]([C@H](O)C)C(=O)O